2-((R)-3-Methyl-piperazin-1-yl)-1-(6-trifluoromethyl-2,3-dihydro-indol-1-yl)-ethanone C[C@@H]1CN(CCN1)CC(=O)N1CCC2=CC=C(C=C12)C(F)(F)F